1-(3-hydroxypropyl)-4-(2-methoxy-4-(trifluoromethyl)phenyl)-1H-pyrazolo[3,4-d]pyridazin-7-ol OCCCN1N=CC=2C1=C(N=NC2C2=C(C=C(C=C2)C(F)(F)F)OC)O